5-bromo-7-chloro-3-((dimethylamino)methylene)isobenzofuran-1(3H)-one BrC=1C=C2C(OC(C2=C(C1)Cl)=O)=CN(C)C